CC=1NS(C=CN1)(=O)=O methyl-1,1-dioxo-1,2,4-thiadiazine